C(C)(C)(C)OC(=O)N1CCC(CC1)C(=O)N1OCC[C@H]1C1=CC(=CC(=C1)F)C#N 4-[(3S)-3-(3-cyano-5-fluoro-phenyl)isoxazolidine-2-carbonyl]piperidine-1-carboxylic acid tert-butyl ester